O=C([C@@H](O)[C@@H](O)CO)O L-Erythronic acid